4-hydroxy-5-methyl-indole OC1=C2C=CNC2=CC=C1C